dianisylmethane C(C1=CC=C(C=C1)OC)CCC1=CC=C(C=C1)OC